OCC(C)(C)NC(=O)C=1C=2C[C@@H]3[C@H](C2N(N1)C1=NC=CC(=C1)F)C3 (1aR,5aR)-2-(4-Fluoro-pyridin-2-yl)-1a,2,5,5a-tetrahydro-1H-2,3-diaza-cyclopropa[a]pentalene-4-carboxylic acid (2-hydroxy-1,1-dimethylethyl)-amide